5-chloro-2-((5-cyclopropyl-2-methyl-1,2,3,4-tetrahydroisoquinolin-7-yl)amino)pyrimidine ClC=1C=NC(=NC1)NC1=CC(=C2CCN(CC2=C1)C)C1CC1